3-(Methoxymethyl)-1-(6-(1-methyl-1H-pyrazol-4-yl)pyrrolo[1,2-b]pyridazin-4-yl)-2-oxopyrrolidine-3-carbonitrile COCC1(C(N(CC1)C=1C=2N(N=CC1)C=C(C2)C=2C=NN(C2)C)=O)C#N